C1(=C(C(=C(C(=C1[2H])[2H])N(C1=C(C(=C(C(=C1[2H])[2H])C1=C(C(=C(C(=C1[2H])[2H])[2H])[2H])[2H])[2H])[2H])C1=C(C(=C(C(=C1[2H])[2H])Br)[2H])[2H])[2H])[2H])C1=C(C(=C(C(=C1[2H])[2H])[2H])[2H])[2H] N-([1,1'-biphenyl]-4-yl-d9)-N-(4-bromophenyl-2,3,5,6-d4)-[1,1'-biphenyl]-4-amine-d9